FC(C=1C=C(C=C(C1)C(F)(F)F)N(C(=O)N([C@H]1[C@@H](CN(CC1)C(=O)OC(C)(C)C)C1=CC=C(C=C1)Cl)C)C)(F)F |o1:16,17| tert-butyl (3R*,4R*)-4-[{[3,5-bis(trifluoromethyl)phenyl](methyl)carbamoyl}(methyl)amino]-3-(4-chlorophenyl)piperidine-1-carboxylate